N-[(1S)-2-amino-2-oxo-1-[[(3S)-2-oxo-3-piperidyl]methyl]ethyl]-6-(7-chloro-1H-indole-2-carbonyl)-6-azaspiro[3.4]octane-7-carboxamide NC([C@H](C[C@H]1C(NCCC1)=O)NC(=O)C1N(CC2(CCC2)C1)C(=O)C=1NC2=C(C=CC=C2C1)Cl)=O